(R)-1-(4-methoxybenzyl)-3-(4-(1-methyl-5-oxopiperazin-2-yl)phenyl)urea COC1=CC=C(CNC(=O)NC2=CC=C(C=C2)[C@H]2N(CC(NC2)=O)C)C=C1